ClC1=C(C=NN1CC(C)(O)C)NC1=NC2=CC(=C(C=C2C=N1)Cl)C1CCN(CC1)C 1-(5-chloro-4-{[6-chloro-7-(1-methylpiperidin-4-yl)quinazolin-2-yl]amino}-1H-pyrazol-1-yl)-2-methylpropan-2-ol